(E)-8-(2-((tert-butoxycarbonyl)imino)-4,4-diethyl-6-oxotetrahydropyrimidin-1(2H)-yl)-5,6,7,8-tetrahydronaphthalene-2-carboxylate C(C)(C)(C)OC(=O)\N=C/1\N(C(CC(N1)(CC)CC)=O)C1CCCC=2C=CC(=CC12)C(=O)[O-]